4-(7-hydroxyheptyloxy)-3-methoxybenzyl alcohol OCCCCCCCOC1=C(C=C(CO)C=C1)OC